p-bromobenzyl-ammonium iodide salt [I-].BrC1=CC=C(C[NH3+])C=C1